BrC=1C=C(CN2C(C=C(C=C2)C=2C=C3C(=NNC3=CC2)C2=CC(=NC=C2)C)=O)C=CC1F 1-(3-bromo-4-fluorobenzyl)-4-(3-(2-methylpyridin-4-yl)-1H-indazol-5-yl)pyridin-2(1H)-one